COC=1C=C(C=CC1OC)[C@@H](C)NC(\C=C\C1=CNC2=NC=CC(=C21)C2=CC(=CC=C2)S(=O)CC)=O (E)-N-((R)-1-(3,4-dimethoxyphenyl)ethyl)-3-(4-(3-(ethylsulfinyl)phenyl)-1H-pyrrolo[2,3-b]pyridin-3-yl)acrylamide